N1CC(OCC1)C1=C(CN2C(NC(C3=C2C=CN3)=O)=C=S)C=CC=C1 (2-(morpholin-2-yl)benzyl)-2-thiocarbonyl-1,2,3,5-tetrahydro-4H-pyrrolo[3,2-d]pyrimidin-4-one